C(C1=CC=CC=C1)O[C@H]1C[C@@H](N(C1)C(=O)OC(C)(C)C)COS(=O)(=O)C1=CC=C(C)C=C1 tert-Butyl (2R,4S)-4-(benzyloxy)-2-((tosyloxy)methyl)pyrrolidine-1-carboxylate